3-phenyl-2-(pyridin-4-yl)-4-(m-tolyl)-2,3-dihydro-oxazole C1(=CC=CC=C1)N1C(OC=C1C=1C=C(C=CC1)C)C1=CC=NC=C1